C(C)(C)NC1=NC=2C=C(C(=CC2C2=C1[C@H](O[C@H]2C)C)OC)OCCCN2CCCC2 (1S,3R)-N-isopropyl-8-methoxy-1,3-dimethyl-7-(3-(pyrrolidin-1-yl)propoxy)-1,3-dihydrofuro[3,4-c]quinolin-4-amine